N1(CCNCC1)C1=NC(=NC=N1)C#N 4-(piperazin-1-yl)-1,3,5-triazine-2-carbonitrile